[N+](=O)([O-])C1=C(C=C(C=C1)N1[C@@H]2CN([C@H](C1)C2)C(=O)OC(C)(C)C)C=C tert-butyl (1S,4S)-5-(4-nitro-3-vinylphenyl)-2,5-diazabicyclo[2.2.1]heptane-2-carboxylate